3-(6-(pyridin-4-yl)-3H-imidazo[4,5-b]pyridin-2-yl)pyrrolidine-1-carbonitrile N1=CC=C(C=C1)C=1C=C2C(=NC1)NC(=N2)C2CN(CC2)C#N